IC=1C=C(C=C(C1)OC1=C(C=CC=C1)C1=CC=CC=C1)OC1=C(C=CC=C1)C1=CC=CC=C1 ((5-iodo-1,3-phenylene)bis(oxy))-bis-1,1'-biphenyl